NCCNCC[Si](OC)(OC)OC N-(beta-aminoethyl)-beta-aminoethyl-trimethoxysilane